Cl.NC/C(/CN1N=CN(C1=O)CC=1SC(=CC1)C1=CC(=CC=C1)C1=NOC(=N1)C1CC1)=C\F 2-[(2E)-2-(aminomethyl)-3-fluoroprop-2-en-1-yl]-4-(5-[3-(5-cyclopropyl-1,2,4-oxadiazol-3-yl)phenyl]thiophen-2-ylmethyl)-2,4-dihydro-3H-1,2,4-triazol-3-one hydrochloride